2-((4-cyanophenyl)sulfonamido)-4-(trifluoromethyl)benzoyl Chloride C(#N)C1=CC=C(C=C1)S(=O)(=O)NC1=C(C(=O)Cl)C=CC(=C1)C(F)(F)F